[Na].NNC(=O)N=N Carbazone-sodium salt